ClC=1C(=NC(=NC1)N[C@@H](C)C1=NC=C(C=N1)F)NC1=NNC(=C1)C (S)-5-chloro-N2-(1-(5-fluoropyrimidin-2-yl)ethyl)-N4-(5-methyl-1H-pyrazol-3-yl)pyrimidine-2,4-diamine